(3-(azetidin-1-ylsulfonyl)phenyl)(5'-bromospiro[cyclohexane-1,3'-indolin]-1'-yl)methanone N1(CCC1)S(=O)(=O)C=1C=C(C=CC1)C(=O)N1CC2(C3=CC(=CC=C13)Br)CCCCC2